COC1=NC(=NN2C1=C(C=C2)C2=CC=1C(=CN=CC1)N2)NC2CC(C2)(O)C 3-((4-methoxy-5-(1H-pyrrolo[2,3-c]pyridin-2-yl)pyrrolo[2,1-f][1,2,4]triazin-2-yl)amino)-1-methylcyclobutan-1-ol